NC=1C(=NC=2CN(CCC2C1)C(=O)OC(C)(C)C)C#CC1=CC(=NC(=C1)C)C tert-Butyl 3-amino-2-((2,6-dimethylpyridin-4-yl)ethynyl)-5,8-dihydro-1,7-naphthyridine-7(6H)-carboxylate